N'-acetyl-4-amino-N'-ethyl-1-methyl-N-[[5-(trifluoromethyl)-2-pyridyl]methyl]pyrazolo[4,3-c]quinoline-8-carbohydrazide C(C)(=O)N(N(C(=O)C1=CC=2C3=C(C(=NC2C=C1)N)C=NN3C)CC3=NC=C(C=C3)C(F)(F)F)CC